CC1C(O1)(C1=CC=C(C=C1)C(F)(F)F)C1=CC=C(C=C1)C(F)(F)F 3-Methyl-2,2-bis(4-(trifluoromethyl)phenyl)oxirane